2-((2R,5S)-5-methyl-2-(2-(2-methyl-2-azaspiro[3.3]heptan-6-yl)benzo[d]thiazol-5-yl)piperidin-1-yl)-2-oxoacetamide C[C@H]1CC[C@@H](N(C1)C(C(=O)N)=O)C=1C=CC2=C(N=C(S2)C2CC3(CN(C3)C)C2)C1